6-(2,6-dichlorophenyl)-2-((3-methoxy-5-methyl-4-(piperidin-4-yl)phenyl)amino)-8,9-dihydroimidazo[1,2-a]pyrimido[5,4-e]pyrimidin-5(6H)-one ClC1=C(C(=CC=C1)Cl)N1C=2N(C3=C(C1=O)C=NC(=N3)NC3=CC(=C(C(=C3)C)C3CCNCC3)OC)CCN2